4-methoxy-6-((3-morpholinobicyclo[1.1.1]pentan-1-yl)amino)pyrimidine-2,5-dicarboxamide COC1=NC(=NC(=C1C(=O)N)NC12CC(C1)(C2)N2CCOCC2)C(=O)N